FC=1C(=CC(=NC1)OC)C1=CC(=NN1)C(=O)N1C2(CC2)CC(CC1)C(=O)N[C@H]1CNCC1 4-[5-(5-fluoro-2-methoxypyridin-4-yl)-1H-pyrazole-3-carbonyl]-N-[(R)-pyrrolidin-3-yl]-4-azaspiro[2.5]octane-7-carboxamide